3-((3aS,7aS)-1-(4-(3-azabicyclo[3.1.1]heptan-3-yl)pyridin-2-yl)octahydro-4H-pyrrolo[3,2-b]pyridin-4-yl)-5-fluorobenzyl carbamate C(N)(OCC1=CC(=CC(=C1)F)N1[C@@H]2[C@H](CCC1)N(CC2)C2=NC=CC(=C2)N2CC1CC(C2)C1)=O